C(CC)NCCCCN N-propyl-1,4-butanediamine